C(C)(C)(C)OC(=O)NC1(CN(C1)C(=O)OC(C)(C)C)CC1CC1 tert-butyl 3-(tert-butoxycarbonylamino)-3-(cyclopropylmethyl)azetidine-1-carboxylate